2-chloro-7-methyl-6-(methylthio)-7H-purine ClC1=NC(=C2N(C=NC2=N1)C)SC